CC1=NN=C2N1C1=C(C=CC=C1NC2(C)C)C(F)(F)F 1,4,4-trimethyl-9-(trifluoromethyl)-5H-[1,2,4]triazolo[4,3-a]quinoxaline